5-((4,4-Difluorocyclohexyl)oxy)-1,3,4-thiadiazol-2-amine FC1(CCC(CC1)OC1=NN=C(S1)N)F